3-[[4-amino-8-(trans-4-aminocyclohexoxy)-5,5-dimethyl-6H-benzo[h]quinazolin-7-yl]-methyl-sulfamoyl]propanamide NC1=NC=NC=2C3=C(CC(C12)(C)C)C(=C(C=C3)O[C@@H]3CC[C@H](CC3)N)N(S(=O)(=O)CCC(=O)N)C